(S)-2-(4-(7-(8-ethynyl-7-fluoronaphthalen-1-yl)-8-fluoro-2-((tetrahydro-1H-pyrrolizine-7a(5H)-yl)methoxy)quinazolin-4-yl)-1-(2-fluoroacryloyl)piperazin-2-yl)acetonitrile C(#C)C=1C(=CC=C2C=CC=C(C12)C1=CC=C2C(=NC(=NC2=C1F)OCC12CCCN2CCC1)N1C[C@@H](N(CC1)C(C(=C)F)=O)CC#N)F